6-(3-((1-(3,5-difluorophenyl)cyclopropyl)glycyl)-3,8-diazabicyclo[3.2.1]octan-8-yl)nicotinonitrile FC=1C=C(C=C(C1)F)C1(CC1)NCC(=O)N1CC2CCC(C1)N2C2=NC=C(C#N)C=C2